COC=1C=C2C=CNC2=CC1B1OC(C(O1)(C)C)(C)C 5-methoxy-6-(4,4,5,5-tetramethyl-1,3,2-dioxaborolan-2-yl)-1H-indole